C(CCC)[Sn](C1=CC=C(C=C1)OC)(CCCC)CCCC tributyl-(4-methoxyphenyl)tin